4-(5-chloro-2-methoxyphenyl)-6-methylnicotinic acid ClC=1C=CC(=C(C1)C1=CC(=NC=C1C(=O)O)C)OC